FC(C=1C=C(C=C(C1)C(F)(F)F)C1=NN(C=N1)C1=C(N=NN1C1=CC=CC=C1)C(=O)OC)(F)F methyl 5-(3-(3,5-bis(trifluoromethyl)phenyl)-1H-1,2,4-triazol-1-yl)-1-phenyl-1H-1,2,3-triazole-4-carboxylate